2-(furan-3-yl)-6-methyl-N-(3-(2'-nitro-[1,1'-biphenyl]-4-yl)propyl)thieno[2,3-d]pyrimidin-4-amine O1C=C(C=C1)C=1N=C(C2=C(N1)SC(=C2)C)NCCCC2=CC=C(C=C2)C2=C(C=CC=C2)[N+](=O)[O-]